dibutylbutanediamine C(CCC)C(C(N)(N)CCCC)CC